N-(3-chloro-4-fluorophenyl)-4-(3-methylureido)-2,4,5,6-tetrahydrocyclopenta[c]pyrrole-1-carboxamide ClC=1C=C(C=CC1F)NC(=O)C=1NC=C2C1CCC2NC(=O)NC